FC=1C(=NC(=NC1)C1=CNC2=NC=CC=C21)NN(CC(=O)O)CC(C)(C)C N-((5-fluoro-2-(1H-pyrrolo[2,3-b]pyridin-3-yl)pyrimidin-4-yl)amino)-N-neopentylglycine